COC1=C(C=CC(=C1)C(F)(F)F)C(C#C[Si](C)(C)C)O 1-[2-methoxy-4-(trifluoromethyl)phenyl]-3-trimethylsilyl-prop-2-yn-1-ol